methyl (2S)-2-[[2-(4-chloro-1H-indole-2-carbonyl)-2-azaspiro[4.5]decane-3-carbonyl]amino]-3-[(3S)-2-oxo-3-piperidyl]propanoate ClC1=C2C=C(NC2=CC=C1)C(=O)N1CC2(CC1C(=O)N[C@H](C(=O)OC)C[C@H]1C(NCCC1)=O)CCCCC2